1-bromo-4-meth-oxy-2-methyl-benzene BrC1=C(C=C(C=C1)OC)C